C1(CCC1)N1N=CC(=C1)C1COC2=C(O1)C(=CC(=C2)CN2C=NC=1C2=NC=C(C1)C(=O)OC)OC methyl 3-((2-(1-cyclobutyl-1H-pyrazol-4-yl)-8-methoxy-2,3-dihydrobenzo[b][1,4]dioxin-6-yl)methyl)-3H-imidazo[4,5-b]pyridine-6-carboxylate